isobutyl anisate C(C1=CC=C(C=C1)OC)(=O)OCC(C)C